1-(cis-5-([1,1'-biphenyl]-3-yloxy)octahydro-cyclopenta[c]pyrrole-2-carbonyl)-1H-pyrazole-3-carboxylic acid C1(=CC(=CC=C1)OC1CC2C(CN(C2)C(=O)N2N=C(C=C2)C(=O)O)C1)C1=CC=CC=C1